(cis)-1-bromo-3-hexene BrCC\C=C/CC